CC1=C(N)C=C(C(=C1)OC1=NN(C=C1)C1=CC=C(C=C1)OC)C 2,5-dimethyl-4-((1-(4-methoxyphenyl)-1H-pyrazol-3-yl)oxy)aniline